9,9',9''-(6-(9H-carbazol-9-yl)-2',6'-diphenyl-[4,4'-bipyridine]-2,3,5-triyl)tris(3,6-dimethyl-9H-carbazole) C1=CC=CC=2C3=CC=CC=C3N(C12)C1=C(C(=C(C(=N1)N1C2=CC=C(C=C2C=2C=C(C=CC12)C)C)N1C2=CC=C(C=C2C=2C=C(C=CC12)C)C)C1=CC(=NC(=C1)C1=CC=CC=C1)C1=CC=CC=C1)N1C2=CC=C(C=C2C=2C=C(C=CC12)C)C